2,6-diaminoacridin-9-one NC1=CC=2C(C3=CC=C(C=C3NC2C=C1)N)=O